N1C=CC=2C1=NC=C(C2)OC2=C(C(=O)N)C=CC=C2 2-(1H-pyrrolo[2,3-b]pyridin-5-yloxy)-benzamid